[N+](=O)([O-])C1=CC=C(OC2=C(C=C(C(=C2)C(C)(C)C)OC2=CC=C(C=C2)[N+](=O)[O-])C(C)(C)C)C=C1 1,4-bis(4-nitrophenoxy)-2,5-di-tert-butylbenzene